FC1(CCC(CC1)C1=NC(=C2N1CCN(C2)C(=O)NC)C=2C(=CC=C1C=C(N=CC21)C2CCOCC2)F)F 3-(4,4-difluorocyclohexyl)-1-(7-fluoro-3-(tetrahydro-2H-pyran-4-yl)isoquinolin-8-yl)-N-methyl-5,6-dihydroimidazo[1,5-a]pyrazine-7(8H)-carboxamide